[Rh](Cl)(Cl)Cl.C1(=CC=CC=C1)P(C1=CC=CC=C1)(C1=CC=CC=C1)C1=CC=CC=C1 tetraphenylphosphine rhodium chloride